N-(2-(5,6-dichloro-1H-indol-3-yl)ethyl)-1-methyl-3-(trifluoromethyl)-1H-pyrazole-4-carboxamide ClC=1C=C2C(=CNC2=CC1Cl)CCNC(=O)C=1C(=NN(C1)C)C(F)(F)F